O=C1NC(CCC1N1C(C2=CC=C(C=C2C1)C#CCC1CNC1)=O)=O 3-(3-(2-(2,6-dioxopiperidin-3-yl)-1-oxoisoindol-5-yl)prop-2-yn-1-yl)azetidine